Trifluoroethylcyclopropane FC(CC1CC1)(F)F